COC=1C=C2CCN(CC2=CC1NC1=NC=C2C(=N1)N(N=C2)C[C@H]2N(CC[C@@H]2C)C(C)=O)C 1-[(2S,3S)-2-[[6-[(6-methoxy-2-methyl-3,4-dihydro-1H-isoquinolin-7-yl)amino]pyrazolo[3,4-d]pyrimidin-1-yl]methyl]-3-methyl-pyrrolidin-1-yl]ethan-1-one